FC(C1=CC=CC2=C1NC(O2)=O)(F)F 4-(trifluoromethyl)-2,3-dihydro-1,3-benzoxazol-2-one